C1(CC1)C1=NC(=CC=C1)C(F)(F)F 2-Cyclopropyl-6-(trifluoromethyl)pyridin